ClC(=C)C(=C)Cl 2,3-dichlorobutadiene